tert-butyl (3S)-4-[7-[3-[bis[(4-methoxyphenyl)methyl]amino]-2-fluoro-5,6-dimethyl-phenyl]-6-methyl-2-methylsulfonyl-5,6,7,8-tetrahydroquinazolin-4-yl]-3-methyl-piperazine-1-carboxylate COC1=CC=C(C=C1)CN(C=1C(=C(C(=C(C1)C)C)C1C(CC=2C(=NC(=NC2C1)S(=O)(=O)C)N1[C@H](CN(CC1)C(=O)OC(C)(C)C)C)C)F)CC1=CC=C(C=C1)OC